2-[(3-methyl-1-(1-methylpiperidin-4-yl)-1H-pyrazol-4-yl)amino]-5-(Trifluoromethyl)pyrimidin CC1=NN(C=C1NC1=NC=C(C=N1)C(F)(F)F)C1CCN(CC1)C